Methyl 7-((6-(4-((tert-butoxycarbonyl)amino)piperidin-1-yl)-2-(4-cyano-3-fluorophenyl)-3-(3-hydroxy-4-methoxyphenyl)pyridin-4-yl)oxy)heptanoate C(C)(C)(C)OC(=O)NC1CCN(CC1)C1=CC(=C(C(=N1)C1=CC(=C(C=C1)C#N)F)C1=CC(=C(C=C1)OC)O)OCCCCCCC(=O)OC